C12(CC(C1)C2)C2=C(C=C(C=C2)O)Br 4-(bicyclo[1.1.1]pent-1-yl)-3-bromophenol